C(C)(C)(C)[Si](C)(C)Cl tertbutyldimethylsilyl chloride